methyl-1-(pyridin-2-yl)-1H-indole CC=1N(C2=CC=CC=C2C1)C1=NC=CC=C1